2-((3-chloro-4-fluorophenyl)(3-(difluoromethyl)cyclobutoxy)methyl)-5-methyl-4-(methylsulfonyl)-1H-imidazole ClC=1C=C(C=CC1F)C(C=1NC(=C(N1)S(=O)(=O)C)C)OC1CC(C1)C(F)F